diethylene glycol mono[(1,1,3,3-tetramethylbutyl) phenyl] ether CC(CC(C)(C)C)(C)C1=C(C=CC=C1)OCCOCCO